2-(1-chloro-cyclopropyl)-1-(2-chlorophenyl)-3-(5-mercapto-1,2,4-triazol-1-yl)propan-2-ol ClC1(CC1)C(CC1=C(C=CC=C1)Cl)(CN1N=CN=C1S)O